N-(2-(4-methoxyphenyl)-6-(4-(piperazin-1-yl)phenyl)pyridin-4-yl)-1'-methyl-[1,4'-bipiperidin]-4-amine COC1=CC=C(C=C1)C1=NC(=CC(=C1)NC1CCN(CC1)C1CCN(CC1)C)C1=CC=C(C=C1)N1CCNCC1